methyl 5-isopropyl-6-isothiocyanatonicotinate C(C)(C)C=1C(=NC=C(C(=O)OC)C1)N=C=S